5-(oxazol-2-yl)-2-naphthoic acid O1C(=NC=C1)C1=C2C=CC(=CC2=CC=C1)C(=O)O